COC(=O)C=1N(C2=CC(=CC=C2C1)CO)C(=O)OC(C)(C)C 6-(hydroxymethyl)-1H-indole-1,2-dicarboxylic acid 1-(tert-butyl) 2-methyl ester